tert-butyl (1R,3S,5S)-1,5-dimethyl-3-{[8-(pyrazol-1-yl)-6H-isochromeno[3,4-b]pyridin-3-yl]oxy}-8-azabicyclo[3.2.1]octane-8-carboxylate C[C@]12CC(C[C@](CC1)(N2C(=O)OC(C)(C)C)C)OC2=CC=C1C(=N2)OCC=2C=C(C=CC21)N2N=CC=C2